(R,Z)-N-(1-(1,3-dimethyl-1H-indazol-5-yl)ethylidene)-2-methylpropane-2-sulfinamide CN1N=C(C2=CC(=CC=C12)\C(\C)=N/[S@](=O)C(C)(C)C)C